5-chloro-N-[2,4-difluoro-3-[(6R)-1-(1H-imidazol-2-yl)-7-methyl-5H,6H,8H-imidazo[1,5-a]pyrazin-6-yl]phenyl]-2-methoxypyridine-3-sulfonamide ClC=1C=C(C(=NC1)OC)S(=O)(=O)NC1=C(C(=C(C=C1)F)[C@H]1N(CC=2N(C1)C=NC2C=2NC=CN2)C)F